2-[(4-cyano-2-formyl-2,3-dihydro-1H-inden-5-yl)oxy]-N-methylacetamide C(#N)C1=C2CC(CC2=CC=C1OCC(=O)NC)C=O